ClC1=NC=C2C=C(C(N(C2=C1)C)=O)C=1C(=NC=CC1C)C 7-chloro-3-(2,4-dimethylpyridin-3-yl)-1-methyl-1,6-naphthyridin-2-one